N-(3-(methylsulfonamido)phenyl)-4-(pyridazin-3-yl)thiophene-2-carboxamide CS(=O)(=O)NC=1C=C(C=CC1)NC(=O)C=1SC=C(C1)C=1N=NC=CC1